2-[4-(2-ethoxy-1-methyl-2-oxoethyl)phenoxy]-3-picolinic acid C(C)OC(C(C)C1=CC=C(OC2=NC=CC=C2C(=O)O)C=C1)=O